OC(=O)C(O)C(O)C(=O)O.C(CN)N ethylenediamine bitartrate